C1(CCC1)N1C(=NC2=C1C(=CC=C2)OC(F)(F)F)NC(CC(C)(C)O)=O N-(1-cyclobutyl-7-(trifluoromethoxy)-1H-benzo[d]imidazol-2-yl)-3-hydroxy-3-methylbutanamide